2-(1-(5-phenylpyridin-3-yl)cyclopropyl)-5,6,7,8-tetrahydropyrido[4,3-d]pyrimidin-4(3H)-one C1(=CC=CC=C1)C=1C=C(C=NC1)C1(CC1)C=1NC(C2=C(N1)CCNC2)=O